P(=O)(O)(O)[O-] (R)-dihydrogenphosphate